OC1=CC2=C(SC(=C2)C(CCC(=O)O)=O)C=C1OC 4-(5-hydroxy-6-methoxybenzo[b]thiophen-2-yl)-4-oxobutanoic acid